7-(4-(4,4,5,5-tetramethyl-1,3,2-dioxaborolan-2-yl)phenyl)-2,7-diazaspiro[3.5]nonane dihydrochloride Cl.Cl.CC1(OB(OC1(C)C)C1=CC=C(C=C1)N1CCC2(CNC2)CC1)C